N-(2-fluoro-4-(hydrazinecarbonyl)benzyl)-3-morpholino-N-phenylpropane-1-sulfonamide FC1=C(CN(S(=O)(=O)CCCN2CCOCC2)C2=CC=CC=C2)C=CC(=C1)C(=O)NN